1,3-DIMETHYL-1H-INDAZOLE-4-BORONIC ACID CN1N=C(C=2C(=CC=CC12)B(O)O)C